[N+](=O)([O-])C1=CC=C(OP(=O)(OCCSC(C(C)(C)C)=O)N[C@@H](C)C(=O)OC)C=C1 Methyl ((4-nitrophenoxy)(2-(pivaloylthio)ethoxy)phosphoryl)-L-alaninate